3-(2,5-dioxo-2,5-dihydro-1H-pyrrol-1-yl)propanoic acid O=C1N(C(C=C1)=O)CCC(=O)O